NC(C(=O)O)CC=1C=NC(=CC1)CN=[N+]=[N-] 2-amino-3-(6-(azidomethyl)pyridin-3-yl)propanoic acid